C[Si](OCCN)(C(C)(C)C)C 2-{[dimethyl(2-methylprop-2-yl)silyl]oxy}ethane-1-amine